ClC1=C(C(=C2C=CC3=CC=CC4=CC=C1C2=C34)Cl)O 1,3-dichloro-2-hydroxypyrene